N-[2-bromo-4-methyl-6-(methylcarbamoyl)phenyl]-4-methyl-tetrahydropyran-4-carboxamide BrC1=C(C(=CC(=C1)C)C(NC)=O)NC(=O)C1(CCOCC1)C